O=C(NC)CCOCCOCCOCCC 3-oxo-6,9,12-trioxa-2-aza-pentadecane